5-(2-(2-(2-((3-(10H-phenothiazin-10-yl)propyl)(methyl)amino)ethoxy)ethoxy)ethoxy)-2-(2,6-dioxopiperidin-3-yl)isoindoline-1,3-dione C1=CC=CC=2SC3=CC=CC=C3N(C12)CCCN(CCOCCOCCOC=1C=C2C(N(C(C2=CC1)=O)C1C(NC(CC1)=O)=O)=O)C